C(CCCCCC(C)(C)C)(=O)OOC(C)(C)C tert-butyl peroxy-neodecanoate